2,4,6-tri(4-carboxyl-phenyl)-1,3,5-triazine C(=O)(O)C1=CC=C(C=C1)C1=NC(=NC(=N1)C1=CC=C(C=C1)C(=O)O)C1=CC=C(C=C1)C(=O)O